tert-butyl (2S,5R)-4-((4-chlorophenyl)(3,3-difluorocyclobutyl)methyl)-5-ethyl-2-methylpiperazine-1-carboxylate ClC1=CC=C(C=C1)C(N1C[C@@H](N(C[C@H]1CC)C(=O)OC(C)(C)C)C)C1CC(C1)(F)F